5-((2-ethyl-3,4-difluorophenyl)amino)-N-(6-methoxy-2-methylpyridin-3-yl)-2-(tri-fluoromethyl)-isonicotinamide C(C)C1=C(C=CC(=C1F)F)NC1=CN=C(C=C1C(=O)NC=1C(=NC(=CC1)OC)C)C(F)(F)F